(2R,3s,4R,5R)-2-(2-amino-6-methoxy-purin-9-yl)-5-(hydroxymethyl)oxolane-3,4-diol NC1=NC(=C2N=CN(C2=N1)[C@@H]1O[C@@H]([C@@H]([C@@H]1O)O)CO)OC